NC1=C(C(=CC=C1)C(F)(F)F)NC1N(CCCCC1)C(=O)[O-] ((2-amino-6-(trifluoromethyl)phenyl)amino)azacycloheptane-1-carboxylate